(+/-)-trans-methyl 3-((2-chloro-6-phenoxypyrimidin-4-yl)amino)bicyclo[2.2.2]octane-2-carboxylate ClC1=NC(=CC(=N1)NC1C(C2CCC1CC2)C(=O)OC)OC2=CC=CC=C2